NC1=C(C=CC(=C1F)NCC1=CC=C(C=C1)C(F)(F)F)NC(CCCCCCCCCCC)=O N-(2-amino-3-fluoro-4-((4-(trifluoromethyl)benzyl)amino)phenyl)dodecanamide